C(CC)C1=CC=C(C=C1)C=1N(C2=CC=CC=C2C1)C1OC(C2=CC=CC=C12)=O 3-(2-(4-propylphenyl)-1H-indol-1-yl)isobenzofuran-1(3H)-one